6-chloro-N-methoxy-4-((4-(N-methylmethanesulfonamido)pyridin-3-yl)amino)nicotinamide tert-Butyl-3-[4-(3-chloro-2,4-difluoro-anilino)pyrido[3,4-d]pyrimidin-6-yl]azetidine-1-carboxylate C(C)(C)(C)OC(=O)N1CC(C1)C1=CC2=C(N=CN=C2NC2=C(C(=C(C=C2)F)Cl)F)C=N1.ClC1=NC=C(C(=O)NOC)C(=C1)NC=1C=NC=CC1N(S(=O)(=O)C)C